BrC=1C=CC(=NC1C(F)(F)F)NC(=O)[C@H](C(C1CC1)C1CC1)NC(=O)C=1N(N=CC1)CC N-[(1S)-1-[[5-bromo-6-(trifluoromethyl)-2-pyridyl]carbamoyl]-2,2-dicyclopropyl-ethyl]-2-ethyl-pyrazole-3-carboxamide